1-cyclopentyl-7-(5-fluoro-2-(((3S,4R)-3-hydroxytetrahydro-2H-pyran-4-yl)amino)pyrimidin-4-yl)-2-methylquinolin-4(1H)-one C1(CCCC1)N1C(=CC(C2=CC=C(C=C12)C1=NC(=NC=C1F)N[C@H]1[C@@H](COCC1)O)=O)C